(S)-6-(1-(3,4'-difluoro-[1,1'-biphenyl]-4-yl)-2,2,2-trifluoroethyl)-4-((5-(5-fluoro-6-methoxypyridin-2-yl)-1,3,4-thiadiazol-2-yl)methyl)-4,6-diazaspiro[2.4]heptane-5,7-dione FC=1C=C(C=CC1[C@@H](C(F)(F)F)N1C(N(C2(CC2)C1=O)CC=1SC(=NN1)C1=NC(=C(C=C1)F)OC)=O)C1=CC=C(C=C1)F